(3S)-3-((S)-sec-butyl)-5-(hydroxymethyl)-2-oxo-1,2,3,5-tetrahydro-4H-benzo[e][1,4]Diazepine-4-carboxamide Potassium cyanate [O-]C#N.[K+].[C@H](C)(CC)[C@@H]1N(C(C2=C(NC1=O)C=CC=C2)CO)C(=O)N